1,4-Oxazepane-4-Carboxylate O1CCN(CCC1)C(=O)[O-]